2,6-dimethylocten-2-ol CC(C)(C=CCC(CC)C)O